acryloxytetradecylchlorodimethylsilane C(C=C)(=O)OCCCCCCCCCCCCCC[Si](C)(C)Cl